C(C)(C)(C)OC(=O)N1[C@H](CC2=C(C=C(C=C12)F)F)C(=O)O |r| racemic-1-(tert-butoxycarbonyl)-4,6-difluoroindoline-2-carboxylic acid